6-ethoxypyridin-2-yl-5-vinyl-1H-imidazo[4,5-b]pyrazin-6-yl-methanesulfonamide C(C)OC1=CC=CC(=N1)C(S(=O)(=O)N)C1=C(N=C2C(=N1)NC=N2)C=C